NC1=NC=NC2=CC(=CC=C12)C=1C=C(C=CC1)NC(C=C)=O N-[3-(4-aminoquinazolin-7-yl)phenyl]prop-2-enamide